(2R,3S)-2-(3-(5-chloro-7-(2-cyclopropylthiazol-5-yl)-1H-benzo[d]imidazol-1-yl)propyl)piperidin-3-ol dihydrochloride Cl.Cl.ClC1=CC2=C(N(C=N2)CCC[C@H]2NCCC[C@@H]2O)C(=C1)C1=CN=C(S1)C1CC1